C(C1=CC=CC=C1)N(C(C)=O)C(=C)C N-benZyl-N-(prop-1-en-2-yl)acetamide